methyl 2-oxo-2-piperazinylethyl (2E)-but-2-ene-1,4-dioate C(\C=C\C(=O)OCC(N1CCNCC1)=O)(=O)OC